2-(5-methoxy-1H-pyrrolo[2,3-b]pyridin-3-yl)-N,N-dimethylethan-1-amine COC=1C=C2C(=NC1)NC=C2CCN(C)C